BrC1=C(C(=CC(=C1)F)Br)OC 1,3-Dibromo-5-fluoro-2-(methoxy)benzene